BrC1=C(C=C2C(=NC(=NC2=C1)F)N1CC2CCC(C1)N2C(=O)OC(C)(C)C)Cl tert-butyl 3-(7-bromo-6-chloro-2-fluoroquinazolin-4-yl)-3,8-diazabicyclo[3.2.1]octane-8-carboxylate